CN(C(SSC(N(C1=CC=CC=C1)C)=S)=S)C1=CC=CC=C1 dimethyl-N,N'-diphenyl-thiuram disulfide